NC1=C(C=C(C=C1)OC)NCCNC(CC)=O N-(2-((2-amino-5-methoxyphenyl)amino)ethyl)propionamide